OC1CN(C1)C(=O)O[C@@H]1CC[C@H](CC1)C(N(C[C@@H]1CC[C@H](CC1)C1=CC(=C(C=C1)OC)C)C1=CC(=CC=C1)C=1N=C(OC1)C(C)C)=O trans-4-((3-(2-Isopropyloxazol-4-yl)phenyl)((trans-4-(4-methoxy-3-methylphenyl)cyclohexyl)methyl)carbamoyl)-cyclohexyl 3-hydroxyazetidine-1-carboxylate